4-amino-5-chloro-N-(1-(3-hydroxypropyl)piperidin-4-yl)-2,3-dihydrobenzofuran-7-carboxamide NC1=C(C=C(C2=C1CCO2)C(=O)NC2CCN(CC2)CCCO)Cl